tert-Butyl 2-(2-{[3-(2-methyl-2H-1,2,3,4-tetrazol-5-yl)phenyl]formamido}ethyl)-3-oxo-2,3-dihydro-1H-isoindole-5-carboxylate CN1N=C(N=N1)C=1C=C(C=CC1)C(=O)NCCN1CC2=CC=C(C=C2C1=O)C(=O)OC(C)(C)C